((2R,5S)-5-methyl-2-(2-methyl-2H-indazol-6-yl)piperidin-1-yl)-2-oxo-N-(1H-pyrazolo[4,3-c]pyridin-7-yl)acetamide C[C@H]1CC[C@@H](N(C1)C(C(=O)NC=1C2=C(C=NC1)C=NN2)=O)C=2C=CC1=CN(N=C1C2)C